1-N'-[4-[7-[1-(difluoromethyl)pyrazol-4-yl]quinolin-4-yl]oxy-3-fluorophenyl]-1-N-(4-fluorophenyl)cyclopropane-1,1-dicarboxamide FC(N1N=CC(=C1)C1=CC=C2C(=CC=NC2=C1)OC1=C(C=C(C=C1)NC(=O)C1(CC1)C(=O)NC1=CC=C(C=C1)F)F)F